FC(COC(C(F)F)(F)F)F 1-(2,2-difluoroethoxy)-1,1,2,2-tetrafluoroethane